O=C1N(C=CC2=CC=C(C=C12)C=1C=NC(=NC1)NC(=O)C1CCC1)CCC N-(5-(1-oxo-2-propyl-1,2-dihydroisoquinolin-7-yl)pyrimidin-2-yl)cyclobutanecarboxamide